tert-butyl 4-[1-[4-[(2,6-dioxo-3-piperidyl)amino]-2-fluoro-phenyl]-3-fluoro-4-piperidyl]piperazine-1-carboxylate O=C1NC(CCC1NC1=CC(=C(C=C1)N1CC(C(CC1)N1CCN(CC1)C(=O)OC(C)(C)C)F)F)=O